tert-butyl (R)-(tert-butoxycarbonyl)(7-(4-(1-(2,2-difluoro-1-(4-fluorophenyl)propyl)-1H-pyrazol-4-yl)pyrimidin-2-yl)-[1,2,4]triazolo[1,5-a]pyridin-2-yl)carbamate C(C)(C)(C)OC(=O)N(C(OC(C)(C)C)=O)C1=NN2C(C=C(C=C2)C2=NC=CC(=N2)C=2C=NN(C2)[C@@H](C(C)(F)F)C2=CC=C(C=C2)F)=N1